COC=1C=C2C(NC(=NC2=CC1OC)OCC)=O 6,7-Dimethoxyethoxyquinazolin-4-one